4-bromo-3-fluoro-benzoyl chloride BrC1=C(C=C(C(=O)Cl)C=C1)F